2-nitrophloroglucinol [N+](=O)([O-])C1=C(O)C=C(C=C1O)O